N(=[N+]=[N-])CC=1N=C2N(C=C(C=C2CO)C2CC2)C1 (2-(azidomethyl)-6-cyclopropylimidazo[1,2-a]pyridin-8-yl)methanol